(Z)-4-[3-(4-tert-butoxycarbonylpiperazin-1-yl)propylamino]-4-oxo-but-2-enoic acid C(C)(C)(C)OC(=O)N1CCN(CC1)CCCNC(\C=C/C(=O)O)=O